Methyl methylcarbamate CNC(OC)=O